COC=1C=C(C=CC1OC)C=1NC2=CC=C(C=C2C1C(C)C)C1=NN=C(O1)CCN(C)C 2-(5-(2-(3,4-dimethoxyphenyl)-3-isopropyl-1H-indol-5-yl)-1,3,4-oxadiazol-2-yl)-N,N-dimethylethane-1-amine